O[C@H]1[C@H](O[C@@]2(CCCO2)[C@@H]([C@H]1N1N=NC(=C1)C1=CC(=C(C(=C1)F)F)F)OC(C(=O)O)C)CO 2-(((5S,7R,8R,9S,10R)-8-hydroxy-7-(hydroxymethyl)-9-(4-(3,4,5-trifluorophenyl)-1H-1,2,3-triazol-1-yl)-1,6-dioxaspiro[4.5]decan-10-yl)oxy)propanoic acid